2-[5-(2-Aminopropyl)-2-hydroxyphenyl]acetic acid NC(CC=1C=CC(=C(C1)CC(=O)O)O)C